S1C=NC2=C1C(=CC=C2)[C@@H](C=2N=NN(C2)C2(CC2)C#N)NC=2C=C1C(=C(C=NC1=C(C2)C#N)C#N)NCC(C)(C)C (S)-6-((benzo[d]thiazol-7-yl(1-(1-cyanocyclopropyl)-1H-1,2,3-triazol-4-yl)methyl)amino)-4-(neopentylamino)quinoline-3,8-dicarbonitrile